C(C)(=O)C1=C(N(C(=C1)C(=C)CCS(=O)(=O)C)C1=CC=C(C#N)C=C1)C 4-(3-acetyl-2-methyl-5-(4-(methylsulfonyl)but-1-en-2-yl)-1H-pyrrol-1-yl)benzonitrile